N4-(5-amino-2-fluorophenyl)-N2-(1-methyl-1H-pyrazol-4-yl)-5-(pyridin-4-yl)pyrimidine-2,4-diamine NC=1C=CC(=C(C1)NC1=NC(=NC=C1C1=CC=NC=C1)NC=1C=NN(C1)C)F